FC(CCN1N=C(C=2[C@@H](C(CCC12)(F)F)O)C(F)(F)F)(C)F (4S)-1-(3,3-difluorobutyl)-5,5-difluoro-3-(trifluoromethyl)-6,7-dihydro-4H-indazol-4-ol